FC=1C=C(C=NC1)CC(=O)NC1=NC=C(C=C1)C1=CC=CC=2N1N=CC2C(=O)N2CCCCC2 2-(5-fluoropyridin-3-yl)-N-(5-(3-(piperidine-1-carbonyl)pyrazolo[1,5-a]pyridin-7-yl)pyridin-2-yl)acetamide